O[C@@H]1C[C@H](NC1)C(=O)NC (2S,4R)-4-hydroxy-N-methyl-pyrrolidine-2-carboxamide